ClC=1C=C(C(=O)N[C@@H](C)C2=NC=NN2C2=NC=C(C=C2)N=S(=O)(C)C)C=C(C1)OC(F)(F)F (S)-3-chloro-N-(1-(1-(5-((dimethyl(oxo)-λ6-sulfaneylidene)amino)pyridin-2-yl)-1H-1,2,4-triazol-5-yl)ethyl)-5-(trifluoromethoxy)benzamide